(4-(6-chloro-3-((4-hydroxy-4,5,6,7-tetrahydrobenzothiazol-2-yl)amino)-2-methylbenzyl)piperazin-1-yl)ethan-1-one ClC1=CC=C(C(=C1CN1CCN(CC1)C(C)=O)C)NC=1SC2=C(N1)C(CCC2)O